N-[4-(3,4-dimethoxyphenyl)-2-thiazolyl]-2-[(phenylsulfonyl)amino]-benzamide COC=1C=C(C=CC1OC)C=1N=C(SC1)NC(C1=C(C=CC=C1)NS(=O)(=O)C1=CC=CC=C1)=O